C1(CC1)C1=NC=C(C=N1)NC(=O)[C@@H]1N(CCCCC1)C(=O)OC(C)(C)C tert-butyl (2R)-2-[(2-cyclopropylpyrimidin-5-yl)carbamoyl]azepane-1-carboxylate